3-(4,5-dichloro-2-(2-(propynyl)-4-(trifluoromethoxy)phenoxy)benzamido)pyridine 1-oxide ClC1=CC(=C(C(=O)NC=2C=[N+](C=CC2)[O-])C=C1Cl)OC1=C(C=C(C=C1)OC(F)(F)F)C#CC